C(C1=CC=CC=C1)=CC(=O)O.C(C1=CC=CC=C1)=CC(C)=O benzalacetone (benzylidene acetate)